2,5-dibromoterephthalate BrC1=C(C(=O)[O-])C=C(C(=C1)C(=O)[O-])Br